C(C=CCCCCCCCCCCCCCCCCC)(=O)O eicosanenic acid